OC1=NC2=CC=CC=C2C=C1.[Zn] zinc hydroxyquinoline